Diphenylazelat C1(=CC=CC=C1)OC(CCCCCCCC(=O)OC1=CC=CC=C1)=O